Cl.N[C@H](C(=O)NC1=CC(=C(C=C1)SCC1=CC=CC=C1)OC)CC1=CC=CC=C1 (S)-2-amino-N-(4-(benzylsulfanyl)-3-methoxyphenyl)-3-phenylpropanamide hydrochloride